6-(Pyridin-2-yl)benzo[d]isoxazol-3-amine N1=C(C=CC=C1)C1=CC2=C(C(=NO2)N)C=C1